2,3,4,5-tetrahydro-1H-naphtho[2,3-d]azepine-6,11-dione C1CNCCC2=C1C(C1=CC=CC=C1C2=O)=O